10,10',10'',10'''-(((Sulfonylbis(4,1-phenylene))bis(9H-carbazole-9,3,6-triyl))tetrakis(pyridine-5,2-diyl))tetrakis(10H-phenoxazine) S(=O)(=O)(C1=CC=C(C=C1)N1C2=CC=C(C=C2C=2C=C(C=CC12)C=1C=CC(=NC1)N1C2=CC=CC=C2OC=2C=CC=CC12)C=1C=CC(=NC1)N1C2=CC=CC=C2OC=2C=CC=CC12)C1=CC=C(C=C1)N1C2=CC=C(C=C2C=2C=C(C=CC12)C=1C=CC(=NC1)N1C2=CC=CC=C2OC=2C=CC=CC12)C=1C=CC(=NC1)N1C2=CC=CC=C2OC=2C=CC=CC12